(((2,6-diisopropylphenyl-imino)methyl)phenoxy)ruthenium C(C)(C)C1=C(C(=CC=C1)C(C)C)N=CC1=C(O[Ru])C=CC=C1